tert-butyl ((5-(2-oxoethyl)-1-(4-(trifluoromethyl)phenyl)-1,2,3,4-tetrahydroquinolin-3-yl)methyl)carbamate O=CCC1=C2CC(CN(C2=CC=C1)C1=CC=C(C=C1)C(F)(F)F)CNC(OC(C)(C)C)=O